5-(2'-(2,6-difluoro-3,5-dimethoxyphenyl)-3'-oxo-2',3'-dihydro-1'H-spiro[cyclopropane-1,4'-[2,7]naphthyridine]-6'-yl)-1H-pyrazole-4-carbonitrile FC1=C(C(=C(C=C1OC)OC)F)N1CC2=CN=C(C=C2C2(C1=O)CC2)C2=C(C=NN2)C#N